NCC1(CCC1)CC(=O)N[C@H](C(=O)N1[C@@H](C[C@H](C1)O)C(=O)N[C@@H](C)C1=CC=C(C=C1)C1=C(N=CS1)C)C(C)(C)C (2S,4R)-1-((S)-2-(2-(1-(aminomethyl)cyclobutyl)acetamido)-3,3-dimethylbutanoyl)-4-hydroxy-N-((S)-1-(4-(4-methylthiazol-5-yl)phenyl)ethyl)pyrrolidine-2-carboxamide